N-(4-chlorophenyl)-9,9-dimethyl-N-phenyl-9H-fluoren-2-amine ClC1=CC=C(C=C1)N(C1=CC=2C(C3=CC=CC=C3C2C=C1)(C)C)C1=CC=CC=C1